N(=[N+]=[N-])CC1=CN=C(S1)C=1SC=CN1 5-(azidomethyl)-2,2'-bithiazole